(S)-dihydro-5'H-dispiro[cyclopropane-1,1'-pyrrolizine-6',1''-cyclopropan] C12(CC1)CN1CCC3(C1=C2)CC3